pyrrolidone-1-carboxylate N1(C(CCC1)=O)C(=O)[O-]